3,5-difluoro-4-hydroxy-N-({(1r,4r)-4-[6-(1,2-thiazol-4-yl)-2H-indazol-2-yl]cyclohexyl}methyl)benzamide FC=1C=C(C(=O)NCC2CCC(CC2)N2N=C3C=C(C=CC3=C2)C=2C=NSC2)C=C(C1O)F